1,2,3,4-tetrahydroquinoline-1-carboxylic acid methyl ester COC(=O)N1CCCC2=CC=CC=C12